2-(5-(1H-Pyrazol-4-yl)-1-(2-(6-(trifluoromethyl)imidazo[1,2-a]pyrazin-3-yl)pyrimidin-4-yl)piperidin-3-yl)propan-2-ol N1N=CC(=C1)C1CC(CN(C1)C1=NC(=NC=C1)C1=CN=C2N1C=C(N=C2)C(F)(F)F)C(C)(C)O